(-)-(3-methanesulfonyl-phenyl)-1-propyl-piperidine CS(=O)(=O)C=1C=C(C=CC1)C1N(CCCC1)CCC